COC(=O)C1=CN(C(C=C1C(C)=O)=O)C1CC1 4-acetyl-1-cyclopropyl-6-oxo-1,6-Dihydropyridine-3-carboxylic acid methyl ester